2-(2-Hydroxyethoxy)ethyl 4-[2-(4-fluorophenyl)-4-oxo-1,3-thiazolidin-3-yl]-3-methylbenzoate FC1=CC=C(C=C1)C1SCC(N1C1=C(C=C(C(=O)OCCOCCO)C=C1)C)=O